5-(3-(cyclopropylmethoxy)-4-(difluoromethoxy)phenethyl)-1-hydroxy-pyridin-2(1H)-one C1(CC1)COC=1C=C(CCC=2C=CC(N(C2)O)=O)C=CC1OC(F)F